C(N)(=O)C1=C(N(N=C1C1=C(C=C(C=C1)CC(=O)NC1=CC(=NO1)C1CC(C1)(C)C)F)C(C)C)NC(OC(C)(C)C)=O tert-Butyl N-[4-carbamoyl-5-[4-[2-[[3-(3,3-dimethylcyclobutyl)isoxazol-5-yl]amino]-2-oxo-ethyl]-2-fluoro-phenyl]-2-isopropyl-pyrazol-3-yl]carbamate